6,7-dimethyl-6,7-diphenyldodecane CC(CCCCC)(C(CCCCC)(C1=CC=CC=C1)C)C1=CC=CC=C1